FC1=C2C=CC=C(C2=C(C=C1OCOC)B1OC(C(O1)(C)C)(C)C)C#C[Si](C(C)C)(C(C)C)C(C)C ({5-fluoro-6-[(methoxymethyl)oxy]-8-(4,4,5,5-tetramethyl-1,3,2-dioxaborolan-2-yl)-1-naphthyl}ethynyl)[tri(propan-2-yl)]silane